P(=O)(OC(C)CC1=CC=CC=C1)(O)O 3-phenylpropan-2-yl dihydrogen phosphate